3-cyclobutyl-5-(2-methylsulfonylpyrimidin-4-yl)pyrazolo[1,5-a]pyrimidine C1(CCC1)C=1C=NN2C1N=C(C=C2)C2=NC(=NC=C2)S(=O)(=O)C